N-(2,2,2-trifluoroethyl)pyrrolidine-1-formamide FC(CNC(=O)N1CCCC1)(F)F